1-methylpyrazolo[3,4-b]pyridine-4-carbonitrile CN1N=CC2=C1N=CC=C2C#N